5-[2-(3-Chloro-4-trifluoromethyl-phenylamino)-5-methyl-pyrimidin-4-ylamino]-3H-benzooxazol-2-one trifluoroacetic acid salt FC(C(=O)O)(F)F.ClC=1C=C(C=CC1C(F)(F)F)NC1=NC=C(C(=N1)NC=1C=CC2=C(NC(O2)=O)C1)C